NC1=NC=CC=C1C1=NC=2C(=NC(=CC2)N2N=CC=C2)N1C=1C=C2CC[C@@H](C2=CC1)NC(C1=C(C=C(C(=C1)C=O)OC)F)=O N-[(1S)-5-[2-(2-aminopyridin-3-yl)-5-(pyrazol-1-yl)imidazo[4,5-b]pyridin-3-yl]-2,3-dihydro-1H-inden-1-yl]-2-fluoro-5-formyl-4-methoxybenzamide